tert-butyl (4-bromobenzyl)(6-(2-cyanopropan-2-yl)pyridin-3-yl)carbamate BrC1=CC=C(CN(C(OC(C)(C)C)=O)C=2C=NC(=CC2)C(C)(C)C#N)C=C1